N1,N1-dimethyl-N4-[6-phenyl-2-(3-piperidyl)pyrimidin-4-yl]benzene-1,4-diamine CN(C1=CC=C(C=C1)NC1=NC(=NC(=C1)C1=CC=CC=C1)C1CNCCC1)C